CC1(OB(OC1(C)C)C=1CN(CCC1)C(=O)OCCCC)C butyl 3-(4,4,5,5-tetramethyl-1,3,2-dioxaborolan-2-yl)-5,6-dihydro-2H-pyridine-1-carboxylate